C(=C)C1=C(C=CC=C1)C=CC1=C(C=CC=C1)C=C Di(vinylphenyl)ethaneN